2-(5-amino-3-(3,4-difluorophenyl)-4-(4-sulfamoylbenzyl)-1H-pyrazol-1-yl)thiazole-4-carboxylic acid NC1=C(C(=NN1C=1SC=C(N1)C(=O)O)C1=CC(=C(C=C1)F)F)CC1=CC=C(C=C1)S(N)(=O)=O